ClC=1C=C(C=C(C1)Cl)C1=CC(=CC(=N1)OC=1C=NC(=NC1)N1CCN(CC1)CCC(=O)O)CN1CCC(CC1)(CNC(=O)OC)F 3-(4-(5-((6-(3,5-dichloro-phenyl)-4-((4-fluoro-4-(((methoxycarbonyl)amino)methyl)piperidin-1-yl)methyl)pyridin-2-yl)oxy)pyrimidin-2-yl)piperazin-1-yl)propanoic acid